2',3',4'-Trihydroxyacetophenone OC1=C(C=CC(=C1O)O)C(C)=O